2-[1-[2-[1-(4-Cyano-3-fluoro-phenyl)pyrazol-4-yl]-6-methyl-4-oxo-chromen-8-yl]ethylamino]benzoic acid C(#N)C1=C(C=C(C=C1)N1N=CC(=C1)C=1OC2=C(C=C(C=C2C(C1)=O)C)C(C)NC1=C(C(=O)O)C=CC=C1)F